N12CCCN=C2CCC1 1,5-Diazabicyclo-[4.3.0]nona-5-ene